FC1(CC1)CN1C=2N(C3=CC=C(C=C3C1=O)S(=O)(=O)NC1(CC1)C)CCN2 4-((1-fluorocyclopropyl)methyl)-N-(1-methylcyclopropyl)-5-oxo-1,2,4,5-tetrahydroimidazo[1,2-a]quinazoline-7-sulfonamide